ClC1=CC=C(CC2(COCC2)NS(=O)(=O)C=2C=C3C(NC(=NC3=CC2F)C)=O)C=C1 N-(3-(4-chlorobenzyl)tetrahydrofuran-3-yl)-7-fluoro-2-methyl-4-oxo-3,4-dihydroquinazoline-6-sulfonamide